5-trichloromethyl-1,3,4-oxadiazole ClC(C1=NN=CO1)(Cl)Cl